C(C)(C)(C)OC(=O)N1C2CC(C1)(C2)CSC.BrC2=NC(=CC=C2)COC2=CC(=C(C(=C2)[N+](=O)[O-])OC)C2=NN(C=N2)C 2-bromo-6-((4-methoxy-3-(1-methyl-1H-1,2,4-triazol-3-yl)-5-nitrophenoxy)methyl)pyridine tert-Butyl-4-(Methylsulfanylmethyl)-2-azabicyclo[2.1.1]hexane-2-carboxylate